FC1=C(C#N)C=CC(=C1)C1=NC(=CC(=C1C1=CC(=C(C=C1)C)O)OC)N1CCN(CC1)C 2-fluoro-4-(3-(3-hydroxy-4-methylphenyl)-4-methoxy-6-(4-methylpiperazin-1-yl)pyridin-2-yl)benzonitrile